COC(=O)C1=CC=2C3C(N(C2C(=C1)Br)C(C)C)C(CC3)I 5-bromo-3-iodo-4-isopropyl-1,2,3,3a,4,8b-hexahydrocyclopenta[b]indole-7-carboxylic acid methyl ester